11-(methacryloyloxy)undecane C(C(=C)C)(=O)OCCCCCCCCCCC